FC1=C(C=CC=C1)[C@]1([C@@H]2CCN(C[C@H]12)C1=CN=C2C(=N1)NN=C2C2=C1C=CC=NC1=C(C=C2)C(C)OC)CN ((1S,6R,7R)-7-(2-fluorophenyl)-3-(3-(8-(1-methoxyethyl)quinolin-5-yl)-1H-pyrazolo[3,4-b]pyrazin-6-yl)-3-azabicyclo[4.1.0]heptan-7-yl)methanamine